BrC1=CC(=C(C=C1)C=1C=C(C(=C(C1)F)OC(F)(F)F)F)F 5-(4-bromo-2-fluorophenyl)-1,3-difluoro-2-(trifluoromethoxy)benzene